(1r,3S)-N-((S)-1-(4-((2-chloro-7-((S)-1-methoxyethyl)-[1,2,4]triazolo[1,5-a]pyrimidin-6-yl)amino)phenyl)-2,2,2-trifluoroethyl)-N-methyl-3-(1H-tetrazol-5-yl)cyclobutane-1-carboxamide ClC1=NN2C(N=CC(=C2[C@H](C)OC)NC2=CC=C(C=C2)[C@H](C(F)(F)F)N(C(=O)C2CC(C2)C2=NN=NN2)C)=N1